BrC1=NN(C(=N1)C1=CC=CC=C1)C(F)F 3-bromo-1-(difluoromethyl)-5-phenyl-1H-1,2,4-triazole